ClC=1C2=C(SC1C(=O)C1=CC(=CC=C1)F)C=C(C=C2)OC (3-chloro-6-methoxybenzo[b]thiophen-2-yl)(3-fluorophenyl)methanone